NC1=CC(=NC(=N1)N[C@@H]1[C@H](CCCC1)O)C(=O)N(C)CC1=CC=CC=C1 6-Amino-N-benzyl-2-(((1S,2S)-2-hydroxycyclohexyl)amino)-N-methylpyrimidine-4-carboxamide